6-chloro-7-fluoro-1-(6-hydroxypyridin-3-yl)-4-oxoquinoline-3-carboxylic acid ethyl ester C(C)OC(=O)C1=CN(C2=CC(=C(C=C2C1=O)Cl)F)C=1C=NC(=CC1)O